4-(4-(4-((2,3-dihydrospiro[indene-1,4'-piperidin]-1'-yl)methyl)-5-methyloxazol-2-yl)phenyl)morpholine N1(CCC2(CC1)CCC1=CC=CC=C12)CC=1N=C(OC1C)C1=CC=C(C=C1)N1CCOCC1